1-(2-{2,6-difluoro-4-[(3S)-3-fluoropyrrolidine-1-sulfonyl]phenyl}-3-fluoro-4-methylquinoline-7-carbonyl)-3-methylazetidine-3-carboxylic acid FC1=C(C(=CC(=C1)S(=O)(=O)N1C[C@H](CC1)F)F)C1=NC2=CC(=CC=C2C(=C1F)C)C(=O)N1CC(C1)(C(=O)O)C